ClC=1C=C(C=CC1C(=O)N1CCN(CC1)C(=O)C1CCNCC1)NC(=O)C=1N(C(=CN1)C1=C(C(=C(C=C1)C=1C=NN(C1)CCOC)F)F)C N-[3-chloro-4-[4-(piperidine-4-carbonyl)piperazine-1-carbonyl]phenyl]-5-[2,3-difluoro-4-[1-(2-methoxyethyl)pyrazol-4-yl]phenyl]-1-methyl-imidazole-2-carboxamide